C1(CC1)C1=C(C=C2C(=N1)N=C(S2)N2CCOCC2)NC(C2=NC(=CC=C2)C=2C=NN(C2)C[C@H](C)O)=O (S)-N-(5-cyclopropyl-2-morpholinothiazolo[4,5-b]pyridin-6-yl)-6-(1-(2-hydroxypropyl)-1H-pyrazol-4-yl)picolinamide